C(C)N(C(C1=C(C=CC(=C1)F)C1=CC(=CC=2N1C=NC2C)C2CN(C2)C(C(C)C)CCCN2[C@H]1CO[C@@H](C2)C1)=O)C(C)C N-ethyl-5-fluoro-2-[1-methyl-7-(1-{2-methyl-6-[(1R,4R)-2-oxa-5-azabicyclo[2.2.1]heptane-5-yl]hexane-3-yl}azetidin-3-yl)imidazo[1,5-a]pyridin-5-yl]-N-(isopropyl)benzamide